1-(3-fluorophenyl)-2,4-dimethyl-1H-imidazole-5-carboxylic acid FC=1C=C(C=CC1)N1C(=NC(=C1C(=O)O)C)C